Tert-butyl (4S)-4-(2-cyclopropylethyl)-2,2-dimethyl-1,3-oxazolidine-3-carboxylate C1(CC1)CC[C@@H]1N(C(OC1)(C)C)C(=O)OC(C)(C)C